5-[2-(2,2-Difluoro-benzo[1,3]dioxol-4-ylamino)-5-methyl-pyrimidin-4-ylamino]-3H-benzooxazol-2-one FC1(OC2=C(O1)C=CC=C2NC2=NC=C(C(=N2)NC=2C=CC1=C(NC(O1)=O)C2)C)F